CN(C(OC(C)(C)C)=O)[C@@H]1CN(CCC1)C1=C2C(=NC=C1)N(C=C2C=2C=NN(C2)C(C2=CC=CC=C2)(C2=CC=CC=C2)C2=CC=CC=C2)COCC[Si](C)(C)C tert-butyl N-methyl-N-[(3S)-1-[1-(2-trimethylsilylethoxymethyl)-3-(1-tritylpyrazol-4-yl)pyrrolo[2,3-b]pyridin-4-yl]-3-piperidyl]carbamate